C1(CC1)C(COC1=CC=C2C=C(C(=C(C2=C1)F)N1CC(NS1(=O)=O)=O)O)O 5-[7-(2-cyclopropyl-2-hydroxyethoxy)-1-fluoro-3-hydroxynaphthalen-2-yl]-1λ6,2,5-thiadiazolidine-1,1,3-trione